COC(C1=C(C(=CC(=C1)F)C=1C=NC(=C(C1)Cl)OC)Cl)=O 2-chloro-3-(5-chloro-6-methoxy-3-pyridinyl)-5-fluoro-benzoic acid methyl ester